C(C)(C)C1=CC=C(C=C1)C1=CC(=NC(=C1C#N)OCC#C)C1=NC=CC=C1 4-(4-Isopropyl-phenyl)-6-prop-2-ynyloxy-[2,2']bipyridinyl-5-carbonitrile